(4-(5-((R)-1-(3,5-dichloropyridin-4-yl)ethoxy)-1-(tetrahydro-2H-pyran-2-yl)-1H-indazol-3-yl)phenyl)methanamine ClC=1C=NC=C(C1[C@@H](C)OC=1C=C2C(=NN(C2=CC1)C1OCCCC1)C1=CC=C(C=C1)CN)Cl